C(C1=CC=CC=C1)OC(CCC=C)(C(F)(F)F)C1=NN=C(O1)C1=NC(=C(C=C1NC(OC(C)(C)C)=O)C(F)(F)F)N1C(CCC1)C=C tert-butyl N-[2-[5-[1-benzyloxy-1-(trifluoromethyl)pent-4-enyl]-1,3,4-oxadiazol-2-yl]-5-(trifluoromethyl)-6-(2-vinylpyrrolidin-1-yl)-3-pyridyl]carbamate